3-indolin-3-yl-1-methyl-7-[4-(4-methylpiperazin-1-yl)anilino]-4H-pyrimido[4,5-d]pyrimidin-2-one N1CC(C2=CC=CC=C12)N1C(N(C2=NC(=NC=C2C1)NC1=CC=C(C=C1)N1CCN(CC1)C)C)=O